3-methoxy-5-(7-methyl-5,8-dihydrooxepino[3,2-f]benzofuran-2-yl)phenol COC=1C=C(C=C(C1)C=1OC2=C(C1)C=C1C(=C2)OCC(=CC1)C)O